C1=CC=C(C(=C1)C2=C3C=CC(=[NH2+])C=C3OC4=C2C=CC(=C4)N)C(=O)O The molecule is a cationic fluorescent dye derived from 9-phenylxanthene. It has a role as a fluorochrome. It is a xanthene dye and an organic cation.